NC1=NN2C(C=C(C=C2)C=2C(=C(C(=C(C(=O)NC(CF)CC(O)C3=CC=C(C=C3)Cl)C2)C)F)F)=N1 5-(2-amino-[1,2,4]triazolo[1,5-a]pyridin-7-yl)-N-(4-(4-chlorophenyl)-1-fluoro-4-hydroxybutan-2-yl)-3,4-difluoro-2-methylbenzamide